CN1N=CC(=C1)C1=NN2C(C=NC=C2)=C1 (1-methyl-1H-pyrazol-4-yl)pyrazolo[1,5-a]pyrazine